OCC1=CC=C(C=C1)C1(COC1)N([S@](=O)C(C)(C)C)COCC[Si](C)(C)C |r| (±)-N-[3-[4-(hydroxymethyl)phenyl]oxetan-3-yl]-2-methyl-N-(2-trimethylsilylethoxymethyl)propane-2-sulfinamide